NC=1C(=C2C(=NC1)OCC2)N2C[C@H]([C@@]([C@H](C2)C)(C)O)NC(OC(C)(C)C)=O tert-Butyl [(3R,4S,5S)-1-(5-amino-2,3-dihydrofuro[2,3-b]pyridin-4-yl)-4-hydroxy-4,5-dimethylpiperidin-3-yl]carbamate